(1r,4r)-4-[(3-chloro-4-cyanophenyl)oxy]-N-[6-(2-methylhexahydropyridin-4-yl)-1,2-diazin-3-yl](1r,4r)-cyclohexanecarboxamide ClC=1C=C(C=CC1C#N)OC1CCC(CC1)C(=O)NC=1N=NC(=CC1)[C@H]1CC(NCC1)C